NC=1C=C(C=CC1)S(=O)(=O)N1CCC(CC1)CN1CCC2(CN(C2)C2=NC=NC=C2OC2=C(C(=O)N(C(C)C)C(C)C)C=C(C=C2)F)CC1 2-((4-(7-((1-((3-aminophenyl)sulfonyl)piperidin-4-yl)methyl)-2,7-Diazaspiro[3.5]nonan-2-yl)pyrimidin-5-yl)oxy)-5-fluoro-N,N-diisopropylbenzamide